The molecule is a 17beta-hydroxy steroid that is 17beta-estradiol in which the hydrogen at position 4 has been replaced by a methoxy group. It has a role as an estrogen, a human metabolite and a rat metabolite. It is a 17beta-hydroxy steroid, a 3-hydroxy steroid, an aromatic ether and a member of phenols. It derives from a 17beta-estradiol. C[C@]12CC[C@H]3[C@H]([C@@H]1CC[C@@H]2O)CCC4=C3C=CC(=C4OC)O